2-[[5-chloro-7-(4-ethylpiperazin-1-yl)imidazo[4,5-b]pyridin-3-yl]methoxy]ethyl-trimethyl-silane ClC1=CC(=C2C(=N1)N(C=N2)COCC[Si](C)(C)C)N2CCN(CC2)CC